C(C)N(C(OC(C)(C)C)=O)C1CCNCC1 tert-butyl N-ethyl-N-(4-piperidyl)carbamate